C[C@@H](CCOC(C)=O)CCCC(C)C |r| Acetic acid (+-)-3,7-dimethyloctyl ester